(R)-4,4-difluoro-7-(2-hydroxy-2-methylpropyl)-2-(1H-pyrazol-4-yl)-4,5,7,8-tetrahydro-3-oxa-1-thia-5a,8-diazabenzo-[cd]azulen-9(6H)-one FC1(CN2C=3C(=C(SC3C(N[C@@H](C2)CC(C)(C)O)=O)C=2C=NNC2)O1)F